N-(5-(difluoromethoxy)-1H-pyrazol-3-yl)-6-(((3S,4S)-3-fluoro-3-methylpiperidin-4-yl)oxy)pyrazin-2-amine FC(OC1=CC(=NN1)NC1=NC(=CN=C1)O[C@@H]1[C@@](CNCC1)(C)F)F